CN1C(=NC=2C1=NC=C(N2)C(=O)N2CC(CCC2)COC=2C(=NC=CC2)C(F)(F)F)C2=CC=CC=C2 (1-methyl-2-phenyl-1H-imidazo[4,5-b]pyrazin-5-yl)(3-(((2-(trifluoromethyl)pyridin-3-yl)oxy)methyl)piperidin-1-yl)methanone